COC1=CC=C(C=C1)CNC1C(CC(CC1)N(C)C)C N1-[(4-methoxyphenyl)methyl]-N4,N4,2-trimethyl-cyclohexane-1,4-diamine